tert-Butyl (S)-(1-(5-carbamoyl-4-((2'-oxo-7'-(prop-1-en-2-yl)spiro[cyclohexane-1,3'-indolin]-5'-yl)amino)pyrimidin-2-yl)piperidin-3-yl)carbamate C(N)(=O)C=1C(=NC(=NC1)N1C[C@H](CCC1)NC(OC(C)(C)C)=O)NC=1C=C2C3(C(NC2=C(C1)C(=C)C)=O)CCCCC3